(1S,6R,8aR)-6-(8-amino-1-bromoimidazo[1,5-a]pyrazin-3-yl)-1-(trifluoromethyl)hexahydroindolizin-3(2H)-one NC=1C=2N(C=CN1)C(=NC2Br)[C@H]2CN1C(C[C@@H]([C@H]1CC2)C(F)(F)F)=O